Methyl 2-((2-(((tert-butoxycarbonyl)(3-(6-methoxy-3-nitropyridin-2-yl)propyl)-amino)methyl)-3,4-difluorophenyl)amino)-5-fluoro-4-(trifluoromethyl)benzoate C(C)(C)(C)OC(=O)N(CCCC1=NC(=CC=C1[N+](=O)[O-])OC)CC1=C(C=CC(=C1F)F)NC1=C(C(=O)OC)C=C(C(=C1)C(F)(F)F)F